C(OC=1C=CC2=C(N=C(O2)C2=C3C=C(N=CC3=C(N=C2)NC([2H])([2H])[2H])NC(=O)C2CC2)C1)([2H])([2H])[2H] N-(5-(5-(methoxy-d3)benzo[d]oxazol-2-yl)-8-((methyl-d3)amino)-2,7-naphthyridin-3-yl)cyclopropanecarboxamide